Ethyl-(2,4,6-trimethylbenzoyl)-phenylphosphine oxide C(C)P(C1=CC=CC=C1)(C(C1=C(C=C(C=C1C)C)C)=O)=O